2-amino-4-[6-chloro-4-(3,8-diazabicyclo[3.2.1]octan-3-yl)-8-fluoro-2-[[(2R)-tetrahydrofuran-2-yl]methoxy]quinazolin-7-yl]-7-fluoro-benzothiophene-3-carbonitrile NC=1SC2=C(C1C#N)C(=CC=C2F)C2=C(C=C1C(=NC(=NC1=C2F)OC[C@@H]2OCCC2)N2CC1CCC(C2)N1)Cl